C(#N)C(=C1CC(C2=CC=CC=C12)=O)C#N 3-(Dicyanomethylidene)indan-1-one